C(CC(C)C)OCCOCCOCCO triethylene glycol isopentyl ether